FC=1C=CC(=C(C(=O)NCC2=CC=C(C3=C2N(C(N3COCC[Si](C)(C)C)=O)COCC[Si](C)(C)C)C(=O)O)C1)OC 7-((5-Fluoro-2-methoxybenzamido)methyl)-2-oxo-1,3-bis((2-(trimethylsilyl)ethoxy)methyl)-2,3-dihydro-1H-benzo[d]imidazole-4-carboxylic acid